((3R,5S)-1-propenoyl-5-ethylpyrrolidin-3-yl)-4-amino-6-(cyclopropylethynyl)-N-((R)-1-phenylethyl)-7H-pyrrolo[2,3-d]pyrimidine-5-carboxamide C(C=C)(=O)N1C[C@@H](C[C@@H]1CC)C=1N=C(C2=C(N1)NC(=C2C(=O)N[C@H](C)C2=CC=CC=C2)C#CC2CC2)N